C1(=CC=C(C=C1)C=1OCC(N1)(C)C)C=1OCC(N1)(C)C p-phenylenedi(4,4'-dimethyl-2-oxazoline)